2-(6-amino-5-(4-((methylamino)methyl)phenethyloxy)pyridazin-3-yl)phenol NC1=C(C=C(N=N1)C1=C(C=CC=C1)O)OCCC1=CC=C(C=C1)CNC